COC1=C(C=CC=2C=3N(C(=NC12)NC(=O)C=1C=NC(=NC1)NCCCN1CCOCC1)CCN3)OCCCN3CCOCC3 N-[7-methoxy-8-(3-morpholin-4-ylpropoxy)-2,3-dihydroimidazo[1,2-c]quinazolin-5-yl]-2-[(3-morpholin-4-ylpropyl)amino]pyrimidine-5-carboxamide